7-((2-methylpiperidin-1-yl)methyl)-1H-pyrrolo[3,2-b]pyridine-5-carboxamide CC1N(CCCC1)CC1=C2C(=NC(=C1)C(=O)N)C=CN2